1-(4-(2,3-Dimethylphenyl)piperazin-1-yl)-2-(3-((3S,4R)-3-fluoro-4-hydroxypiperidin-1-carbonyl)-4,5,6,7-tetrahydro-1H-indazol-1-yl)ethanon CC1=C(C=CC=C1C)N1CCN(CC1)C(CN1N=C(C=2CCCCC12)C(=O)N1C[C@@H]([C@@H](CC1)O)F)=O